N,N'-(methylsilanediyl)bis(1,1,1-trifluoro-N-(trimethylsilyl)methanesulfonamide) C[SiH](N(S(=O)(=O)C(F)(F)F)[Si](C)(C)C)N(S(=O)(=O)C(F)(F)F)[Si](C)(C)C